(E)-N-(8-(4-chlorophenyl)-1-(5-cyano-2-methylphenyl)-3-methyl-1,3-dihydro-2H-imidazo[4,5-c]quinolin-2-ylidene)cyanamide ClC1=CC=C(C=C1)C1=CC=2C3=C(C=NC2C=C1)N(/C(/N3C3=C(C=CC(=C3)C#N)C)=N\C#N)C